4-fluoro-isoindole-1,3-dione FC1=C2C(NC(C2=CC=C1)=O)=O